3,5-dibromo-2-aminobenzol BrC=1C(=CC=C(C1)Br)N